CN(C(=[NH+]CC)N(C)C)C N,N,N',N'-tetramethyl-N''-ethylguanidinium